5-((1R,4R)-5-acetyl-2,5-diazabicyclo[2.2.1]heptan-2-yl)-N-((R)-1-(3-(1-ethyl-1H-pyrazol-3-yl)-5-(1-methyl-1H-pyrazol-4-yl)phenyl)ethyl)-2-methylbenzamide C(C)(=O)N1[C@H]2CN([C@@H](C1)C2)C=2C=CC(=C(C(=O)N[C@H](C)C1=CC(=CC(=C1)C=1C=NN(C1)C)C1=NN(C=C1)CC)C2)C